FC(S(=O)(=O)OC1(N(C=CCC1)C(=O)[O-])C(C)(C)C)(F)F (((trifluoromethyl)sulfonyl)oxy)t-butyl-3,4-dihydropyridine-1(2H)-carboxylate